C(=CC)N1CCC(CC1)C1=CC(=NC=C1)C=1C=C(C(=O)N(N)S(=O)(=O)C2=C(C=CC=C2)F)C=C(C1)C (3-(4-(1-propenylpiperidin-4-yl)pyridin-2-yl)-5-methylbenzoyl)-2-fluorobenzenesulfonyl-hydrazine